3-[5,7-difluoro-2-(4-fluorophenyl)-1H-indol-3-yl]propanoic acid FC=1C=C2C(=C(NC2=C(C1)F)C1=CC=C(C=C1)F)CCC(=O)O